C=12C(=CC=C3C=CCC(C13)=O)C2 methanonaphthalene-8-one